ClC=1C=C(C=CC1)N1N=CC(=C1)C(C(=O)NC1=CC(=NN1)[C@H]1[C@@H](C1)F)C 2-(1-(3-chlorophenyl)-1H-pyrazol-4-yl)-N-(3-((1S,2R)-2-fluorocyclopropyl)-1H-pyrazol-5-yl)propanamide